CN1N=C(C2=CC=CC=C12)N 1-methyl-1H-indazole-3-Amine